COC(=O)C1(C=CC=C1)[Pt](C)(C)C (methoxycarbonylcyclopentadienyl)trimethyl-platinum(IV)